[C@H]12CN(C[C@H](CC1)N2)C=2C1=C(N=C(N2)OC([2H])([2H])[C@H]2N(CCC2)C)C(N(C(=C1)C(F)(F)F)C1=CC(=CC2=CC=C(C(=C12)F)F)O)=O 4-((1R,5S)-3,8-Diazabicyclo[3.2.1]octan-3-yl)-7-(7,8-difluoro-3-hydroxynaphthalen-1-yl)-2-(((S)-1-methylpyrrolidin-2-yl)methoxy-d2)-6-(trifluoromethyl)pyrido[3,4-d]pyrimidin-8(7H)-one